ClC1=NC(=CC=2N1C=CN2)C=2C=NN(C2)C 5-chloro-7-(1-methylpyrazol-4-yl)imidazo[1,2-c]pyrimidine